8-[1-(2,2-Difluoro-ethyl)-1H-indol-4-yl]-9-fluoro-7-methoxy-1,4,4-trimethyl-5H-[1,2,4]triazolo[4,3-a]quinoxaline FC(CN1C=CC2=C(C=CC=C12)C1=C(C=C2NC(C=3N(C2=C1F)C(=NN3)C)(C)C)OC)F